tert-Butyl 2-((2-chloro-5-(trifluoromethyl)pyridine-3-sulfonamido)methyl)piperidine-1-carboxylate ClC1=NC=C(C=C1S(=O)(=O)NCC1N(CCCC1)C(=O)OC(C)(C)C)C(F)(F)F